3-chloromethylpyridineamide ClCC=1C(=NC=CC1)C(=O)N